4-(6-Methoxypyridin-3-yl)-N-phenethyl-1H-imidazole-1-carboxamide COC1=CC=C(C=N1)C=1N=CN(C1)C(=O)NCCC1=CC=CC=C1